1-(tetrahydro-2H-pyran-4-carbonyl)piperidin O1CCC(CC1)C(=O)N1CCCCC1